O=C1NC(CCC1OC1=CC(=C(C=C1)C1CCN(CC1)CC(=O)O)OS(=O)(=O)F)=O 2-[4-[4-[(2,6-dioxo-3-piperidyl)oxy]-2-fluorosulfonyloxy-phenyl]-1-piperidyl]acetic acid